OC1=CC(=NC(=N1)N1CCOCC1)[C@@H](C)NC(OC(C)(C)C)=O tert-butyl (R)-(1-(6-hydroxy-2-morpholinopyrimidine-4-yl)ethyl)carbamate